ClC1=CC=C(C=C1)C1=C(C=CC=C1)CN1C2CN(CC1CC2)C=2C=C1C(N(C(C1=CC2)=O)C2C(NC(CC2)=O)=O)=O 5-(8-((4'-chloro-[1,1'-biphenyl]-2-yl)methyl)-3,8-diazabicyclo[3.2.1]octan-3-yl)-2-(2,6-dioxopiperidin-3-yl)isoindoline-1,3-dione